OC([C@@H](CC1=CC=C(C=C1)C1=CC=C(C=C1)C(F)(F)F)NC(OC(C)(C)C)=O)CCC Tert-butyl ((2R)-3-hydroxy-1-(4'-(trifluoromethyl)-[1,1'-biphenyl]-4-yl) hexan-2-yl)carbamate